(3-((6-chloro-4-vinyl-2,7-naphthyridin-1-yl)oxy)azetidin-1-yl)(cyclopropyl)methanone ClC=1C=C2C(=CN=C(C2=CN1)OC1CN(C1)C(=O)C1CC1)C=C